ClC1=C(CO[C@@H]2C[C@H](C2)C(=O)NCC2=C(C(=C(C=C2)C(F)(F)F)C=2NC(C=C(N2)CC)=O)F)C=CC(=C1)F trans-3-[(2-chloro-4-fluorobenzyl)oxy]-N-[3-(4-ethyl-6-oxo-1,6-dihydropyrimidin-2-yl)-2-Fluoro-4-(trifluoromethyl)benzyl]cyclobutane-1-carboxamide